2,2,2-Trifluoroethyl 2,2-dimethyl-3-(3-(m-tolyl)-1H-indazol-1-yl)propanoate CC(C(=O)OCC(F)(F)F)(CN1N=C(C2=CC=CC=C12)C=1C=C(C=CC1)C)C